4-[6-(Acetamidomethyl)-5-{2-[ethyl(isopropyl)carbamoyl]-4-fluorophenyl}pyridazin-3-yl]-1,2,3,6-tetrahydropyridine-1-carboxylic acid tert-butyl ester C(C)(C)(C)OC(=O)N1CCC(=CC1)C=1N=NC(=C(C1)C1=C(C=C(C=C1)F)C(N(C(C)C)CC)=O)CNC(C)=O